ammonium glucose salt O=C[C@H](O)[C@@H](O)[C@H](O)[C@H](O)CO.[NH4+]